2-chloro-4-(1H-imidazol-1-yl)benzaldehyde ClC1=C(C=O)C=CC(=C1)N1C=NC=C1